9-(2-Fluoro-4-methoxyphenyl)-2-(3-hydroxyphenyl)-8-oxo-8,9-dihydro-7H-purine FC1=C(C=CC(=C1)OC)N1C2=NC(=NC=C2NC1=O)C1=CC(=CC=C1)O